C(C)(=O)C1=CC(=C(COC2=CC=CC(=N2)N2C[C@@H](N(CC2)CC2=NC3=C(N2C[C@H]2OCC2)C=C(C=C3)C(=O)O)C)C=C1)F 2-(((S)-4-(6-((4-acetyl-2-fluorobenzyl)oxy)pyridin-2-yl)-2-Methylpiperazin-1-yl)methyl)-1-(((S)-oxetan-2-yl)methyl)-1H-benzo[d]imidazol-6-Formic acid